diisopropyl-8-[4-methoxy-3-(3-methoxypropoxy)-phenyl]-octanamid hemifumarate C(\C=C\C(=O)O)(=O)O.C(C)(C)C(C(=O)N)(CCCCCCC1=CC(=C(C=C1)OC)OCCCOC)C(C)C.C(C)(C)C(C(=O)N)(CCCCCCC1=CC(=C(C=C1)OC)OCCCOC)C(C)C